(E)-N-(3,5-difluoro-4-(2-nitrovinyl)phenyl)acetamide FC=1C=C(C=C(C1\C=C\[N+](=O)[O-])F)NC(C)=O